C(C)(C)(C)OC(=O)N(C1=CC(=C2N3CCC[C@H]3CCCCCC(C3=NN=C(C1=N2)O3)(C(F)(F)F)O)C(=O)OC)C(=O)OC(C)(C)C Methyl (12R)-20-{bis[(tert-butoxy)carbonyl]amino}-6-hydroxy-6-(trifluoromethyl)-22-oxa-3,4,16,21-tetraazatetracyclo[15.3.1.12,5.012,16]docosa-1(21),2,4,17,19-pentaene-18-carboxylate